2-(azepan-1-yl)-N-(2-methylsulfonyl-4-pyridinyl)-5-(trifluoromethyl)pyridine-3-carboxamide (2S,5R)-tert-butyl-4-isobutyryl-5-methyl-2-phenylpiperazine-1-carboxylate C(C)(C)(C)OC(=O)N1[C@H](CN([C@@H](C1)C)C(C(C)C)=O)C1=CC=CC=C1.N1(CCCCCC1)C1=NC=C(C=C1C(=O)NC1=CC(=NC=C1)S(=O)(=O)C)C(F)(F)F